[5-[3-chloro-6-fluoro-2-[(E)-2-(3-methylbenzotriazole-5-yl) vinyl] phenyl]-1,3-dimethyl-6-oxo-pyridazin-4-yl] 2-methylpropionate CC(C(=O)OC=1C(=NN(C(C1C1=C(C(=CC=C1F)Cl)\C=C\C1=CC2=C(N=NN2C)C=C1)=O)C)C)C